CS(=O)(=O)CCCCCCCSC#N 1-(methylsulfonyl)-7-thiocyanatoheptane